tert-butyl 2-{4-[4-(4,4,5,5-tetramethyl-1,3,2-dioxaborolan-2-yl)-1H-pyrazol-1-yl]butoxy}acetate CC1(OB(OC1(C)C)C=1C=NN(C1)CCCCOCC(=O)OC(C)(C)C)C